NC1=C(C(=NN1C1CCOCC1)C1=CC=C(C=C1)Br)C#N 5-amino-3-(4-bromophenyl)-1-tetrahydropyran-4-yl-pyrazole-4-carbonitrile